C(C=C)NCC(CNCC=C)O 1,3-Bis(allylamino)-2-propanol